O=C(CNC(=O)C1=NOC(=C1)C1=C(C=CC=C1)F)N1CCC(CC1)OC1=CC(=CC=C1)C(F)(F)F 5-(2-Fluoro-phenyl)-isoxazole-3-carboxylic acid {2-oxo-2-[4-(3-trifluoromethyl-phenoxy)-piperidin-1-yl]-ethyl}-amide